CC=1N=CC(=NC1)N[C@@H]1C[C@H](CC1)N.[C].[Ca].[Mg].[C] carbon magnesium-calcium carbon (1S,3S)-N1-(5-Methylpyrazin-2-yl)cyclopentane-1,3-diamine